FC(C(=O)[O-])=C α-fluoroacrylate